6-bromo-N-[5-(2,2-difluoroethoxy)-4-methoxy-pyrimidin-2-yl]benzothiophene-3-sulfonamide BrC1=CC2=C(C(=CS2)S(=O)(=O)NC2=NC=C(C(=N2)OC)OCC(F)F)C=C1